C(C)(=O)C1=C(C=CC=C1)C1=CC(=CC=C1)C(=O)O 2'-ACETYLBIPHENYL-3-CARBOXYLIC ACID